N[C@@H]1C[C@H](N(C1)C(=O)C1CCCCC1)C=1SC=C(N1)C(=O)N[C@H](C(=O)NC)CCCCNC(=N)N 2-((2S,4R)-4-amino-1-(cyclohexanecarbonyl)pyrrolidin-2-yl)-N-((S)-6-guanidino-1-(methylamino)-1-oxohexan-2-yl)thiazole-4-carboxamide